3-(5-(((1R,2S)-2-aminocyclohexyl)methyl)-1-oxoisoindolin-2-yl)piperidine-2,6-dione N[C@@H]1[C@H](CCCC1)CC=1C=C2CN(C(C2=CC1)=O)C1C(NC(CC1)=O)=O